2-thia-1,3,8-triazaspiro[5.5]undecane 2,2-dioxide N1S(NCCC12CNCCC2)(=O)=O